2,5-bis(7-Ethoxy-2,2-dimethylchroman-8-yl)thiophene C(C)OC1=CC=C2CCC(OC2=C1C=1SC(=CC1)C=1C(=CC=C2CCC(OC12)(C)C)OCC)(C)C